N-lauroyl-L-alanine potassium salt [K+].C(CCCCCCCCCCC)(=O)N[C@@H](C)C(=O)[O-]